NC=1C=CC(=C2CN(C(C12)=O)CC(C(=O)C1=CC=C(C=C1)OC)=C)C1=CC=C2C=NN(C2=C1)C 7-amino-2-[3-(4-methoxyphenyl)-2-methylidene-3-oxopropyl]-4-(1-methyl-1H-indazol-6-yl)-2,3-dihydro-1H-isoindol-1-one